4-Cyano-N-[(2S)-5-[[(1R,2S)-2-(4-fluorophenyl)cyclopropyl]amino]-1-(4-methylpiperazin-1-yl)-1-oxopentan-2-yl]benzamide C(#N)C1=CC=C(C(=O)N[C@H](C(=O)N2CCN(CC2)C)CCCN[C@H]2[C@@H](C2)C2=CC=C(C=C2)F)C=C1